C(C1=CC=CC=C1)OC=1C(=NC=CC1F)C(=O)O (benzyloxy)-4-fluoropyridinecarboxylic acid